aza-coronene N1=CC2=CC=C3C=CC4=CC=C5C=CC6=CC=C1C1=C6C5=C4C3=C21